OC1=C(NOC=C1)C1=CC=CC=C1 Hydroxyphenyloxazine